ClC1=C2C(=NC=C1OC=1C=NN3C1C=NC(=C3)NC)N=C(N2C)NC=2C(N(C=C(C2)C(F)(F)F)[C@@H]2COCCC2)=O (S)-3-((7-chloro-1-methyl-6-((6-(methylamino)pyrazolo[1,5-a]pyrazin-3-yl)oxy)-1H-imidazo[4,5-b]pyridin-2-yl)amino)-1-(tetrahydro-2H-pyran-3-yl)-5-(trifluoromethyl)pyridin-2(1H)-one